N1N=NC2=C1C=CC(=C2)B(O)O 1H-benzotriazol-5-ylboronic acid